N-(5'-chloro-[3,3'-bipyridin]-6-yl)-4-(2-(cyclopropanesulfonamido)pyrimidin-4-yl)tetrahydro-2H-pyran-4-carboxamide ClC=1C=C(C=NC1)C=1C=NC(=CC1)NC(=O)C1(CCOCC1)C1=NC(=NC=C1)NS(=O)(=O)C1CC1